tert-butyl (S)-3-(4-(2,4-dioxo-3-((2-(trimethylsilyl)ethoxy)methyl)tetrahydropyrimidin-1(2H)-yl)-1H-indazol-1-yl)pyrrolidine-1-carboxylate O=C1N(CCC(N1COCC[Si](C)(C)C)=O)C1=C2C=NN(C2=CC=C1)[C@@H]1CN(CC1)C(=O)OC(C)(C)C